[Sn].[Ti].[Mo].[W] tungsten-molybdenum-titanium-tin